3-[3-[5-(trifluoromethyl)pyrazin-2-yl]oxy-1-bicyclo[1.1.1]pentyl]azetidine-1-carboxylic acid tert-butyl ester C(C)(C)(C)OC(=O)N1CC(C1)C12CC(C1)(C2)OC2=NC=C(N=C2)C(F)(F)F